CN1N=C2C(=C(C(=CC2=C1)C=1N=CC2=C(N1)N=CC(=C2)N2CC(CC2)NC)O)C 2,7-dimethyl-5-{6-[3-(methylamino)pyrrolidin-1-yl]pyrido[2,3-d]pyrimidin-2-yl}indazol-6-ol